Valeramide hydrochloride Cl.C(CCCC)(=O)N